C(#N)[C@H]1N(CCN(C1)C(NC=1SC(=C(N1)C1=CC(=CC=C1)C#N)C1=CC(=NC(=C1)C)C)=O)C(=O)OC(C)(C)C tert-Butyl (2S)-2-cyano-4-[[4-(3-cyanophenyl)-5-(2,6-dimethyl-4-pyridyl)thiazol-2-yl]carbamoyl]piperazine-1-carboxylate